ClC=1C(=NNC1)C1=NC(=NC=C1C#N)N[C@@H]1CC[C@H](CC1)N(C(=O)N(C)C)C1=NC=C(N=C1)C=1C=NC(=NC1)OC 1-(trans-4-((4-(4-chloro-1H-pyrazol-3-yl)-5-cyanopyrimidin-2-yl)amino)cyclohexyl)-1-(5-(2-methoxypyrimidin-5-yl)pyrazin-2-yl)-3,3-dimethylurea